C1(CC1)(C=1O[C@H]2C(N1)C=1C=CC=CC1C2)C=2OC1[C@@H](N2)C=2C=CC=CC2C1 (3aS,3aR,8a'R)-2,2'-(cyclopropane-1,1-diyl)bis(8,8a-dihydro-3aH-indeno[1,2-D]oxazole)